C=1(SC=C2C1C=CC2)C(=O)N 4H-cyclopenta[C]thiophene-1-carboxamide